5-(1-isopropyl-1H-indol-5-yl)-3-(2-methoxyphenyl)-1,2,4-oxadiazole C(C)(C)N1C=CC2=CC(=CC=C12)C1=NC(=NO1)C1=C(C=CC=C1)OC